aluminum trichloride copper [Cu].[Al](Cl)(Cl)Cl